C(C1=CC=CC=C1)N1N=C(C2=CC=CC=C2C1=O)C=1C=C(C=CC1)NS(=O)(=O)CC N-(3-(3-Benzyl-4-oxo-3,4-dihydrophthalazin-1-yl)phenyl)ethanesulfonamide